1-allyl-3-butylimidazole bromide salt [Br-].C(C=C)N1CN(C=C1)CCCC